COCCNC(C)C=1C=C2C(C(=COC2=C(C1)C)C1=CC(=CC=C1)C1(CC(C1)C)C1=NN=CN1C)=O cis-6-(1-((2-methoxyethyl)amino)ethyl)-8-methyl-3-(3-(3-methyl-1-(4-methyl-4H-1,2,4-triazol-3-yl)cyclobutyl)phenyl)-4H-chromen-4-one